C1(=CC=C(C=C1)C1=CC(=NN1C1=CC=C(C=C1)[S@](=O)(=N)N1CCCCC1)C(F)(F)F)C (S)-1-(4-(5-(p-tolyl)-3-(trifluoromethyl)-1H-pyrazol-1-yl)phenylsulfonimidoyl)piperidine